Cl.C(=O)(O)CCP [2-carboxyethylphosphine] hydrochloride